octadecyl (acrylate) C(C=C)(=O)OCCCCCCCCCCCCCCCCCC